dihydroisoxazolo[4,3-h]quinoline-3-carboxamide N1OC(C=2C=CC=3C=CC=NC3C21)C(=O)N